BrC=1C(=C(C(=O)N(C)C)C=CC1)Cl 3-bromo-2-chloro-N,N-dimethylbenzamide